1-[5-chloro-3-(1-hydroxyethyl)-6-[5-[(6-methylpyridazin-3-yl)amino]benzimidazol-1-yl]-2-pyridyl]-5-methyl-pyrazole-3-carbonitrile ClC=1C=C(C(=NC1N1C=NC2=C1C=CC(=C2)NC=2N=NC(=CC2)C)N2N=C(C=C2C)C#N)C(C)O